sodium (S)-3-(6-methoxy-4'-(trifluoromethoxy)biphenyl-3-yl)-3-(3-(1-methyl-4-oxido-2-oxo-1,2-dihydropyridin-3-yl)ureido)propanoate COC1=CC=C(C=C1C1=CC=C(C=C1)OC(F)(F)F)[C@H](CC(=O)[O-])NC(=O)NC=1C(N(C=CC1[O-])C)=O.[Na+].[Na+]